FC1=C(C=CC(=C1F)N1CCN(CC1)C)NC=1N=C(C2=C(N1)NC=C2)NC=2C=CC=C1CCN(C21)S(=O)(=O)C N2-(2,3-difluoro-4-(4-methylpiperazin-1-yl)phenyl)-N4-(1-(methylsulfonyl)indolin-7-yl)-7H-pyrrolo[2,3-d]pyrimidine-2,4-diamine